2-(4-cyclopropyl-2-hydroxybut-3-yn-1-yl)isoindole-1,3-dione C1(CC1)C#CC(CN1C(C2=CC=CC=C2C1=O)=O)O